N[C@H]1C(N(C2=C(C(=CC=C2C1)Cl)OC1=C(C=CC(=C1)F)F)C)=O (3R)-3-amino-7-chloro-8-(2,5-difluorophenoxy)-1-methyl-1,2,3,4-tetrahydroquinolin-2-one